COCCOC1CCC(CC1)NC(=O)C=1C2=C(N=C(N1)C1=CN=CS1)C=CS2 N-((1r,4r)-4-(2-methoxyethoxy)cyclohexyl)-2-(thiazol-5-yl)thieno[3,2-d]pyrimidine-4-carboxamide